1-(3-(2,3-dichlorophenyl)imidazo[1,5-a]pyrazin-8-yl)-3-methylpiperidin-3-amine ClC1=C(C=CC=C1Cl)C1=NC=C2N1C=CN=C2N2CC(CCC2)(N)C